C(C)(C)(C)OC(=O)NCC1=NOC(C1)C(=O)OCC ethyl 3-(((tert-butoxycarbonyl)amino)methyl)-4,5-dihydroisoxazole-5-carboxylate